NC=1C(=C(C=NC1)C=1C=C2C=C(N=CC2=C(N1)C)NC1=NN2CC=3N(CCC2=C1)C=CN3)C N-(6-(5-amino-4-methylpyridin-3-yl)-8-methyl-2,7-naphthyridin-3-yl)-5,6-dihydro-11H-imidazo[1,2-a]pyrazolo[1,5-d][1,4]diazepin-8-amine